5-(chloromethyl)pyrimidine ClCC=1C=NC=NC1